C(C)(C)(C)OC(=O)\N=C(\NC=1C=C(C(=O)OC)C=C(C1)C#N)/NC(=O)OC(C)(C)C methyl (Z)-3-(2,3-bis(tert-butoxycarbonyl) guanidino)-5-cyanobenzoate